C(C)(C)(C)OC(=O)N[C@@H](CC=C)C=1C=C(C=C(C1)F)N1[C@H](CCC1=O)C(=O)OC methyl (2R)-1-{3-[(1S)-1-{[(tert-butoxy) carbonyl] amino} but-3-en-1-yl]-5-fluorophenyl}-5-oxopyrrolidine-2-carboxylate